CN[C@H](C(=O)O)CC(N1CCCCC1)=O (2S)-2-(methylamino)-4-oxo-4-(1-piperidyl)butanoic acid